CC1=CC=CC(=N1)\C=C\1/NC(C2=CC(=CC=C12)[N+](=O)[O-])=O (Z)-3-((6-methylpyridin-2-yl)methylene)-6-nitroisoindol-1-one